C(C)(=O)C1=CC=C(OCC2(N(C(C3=CC=CC=C23)=O)OC)N)C=C1 3-((4-acetylphenoxy)methyl)-3-amino-2-methoxyisoindolin-1-one